N-[6-Fluoro-4-methoxy-7-(oxan-4-yl)-[1,3]thiazolo[4,5-c]pyridin-2-yl]-2-oxa-7-azaspiro[4.4]nonan-7-carboxamid FC1=C(C2=C(C(=N1)OC)N=C(S2)NC(=O)N2CC1(CCOC1)CC2)C2CCOCC2